FC1(CCC(CC1)N(C(=O)[C@H]1N(CCC1)S(=O)(=O)C1=CC=C(C=C1)OC)CC1=CC2=C(CCO2)C=C1)F (S)-1-(4-Methoxy-benzenesulfonyl)-pyrrolidine-2-carboxylic acid (4,4-difluoro-cyclohexyl)-(2,3-dihydro-benzofuran-6-ylmethyl)-amide